diethyl-methyl-methoxyethylammonium tetrafluoroborate F[B-](F)(F)F.C(C)[N+](CCOC)(C)CC